tert-butyl-N-tert-butoxycarbonylcarbamate C(C)(C)(C)OC(NC(=O)OC(C)(C)C)=O